BrC=1C2=CC=C3C=4C5=C(C(=CC6=C(C=CC(C(=C(C1)C1=CC=CC=C1)C42)=C65)C6=CC=CC=C6)Br)C=6C=CC(=CC63)C6=CC=CC=C6 7,14-dibromo-3,9,12-triphenylnaphtho[1,2,3,4-ghi]perylene